ClC=1C=C2C=CC(=CC2=CC1)C(C(=O)N)=NO 2-(6-chloronaphthalen-2-yl)-2-(hydroxyimino)acetamide